2-acetyl-2,4-dimethylpyridine C(C)(=O)C1(NC=CC(=C1)C)C